2-[(tert-butyldimethylsilyl)oxy]propanamide [Si](C)(C)(C(C)(C)C)OC(C(=O)N)C